FC1=C(C=CC(=C1)CC=1C(N=C(N(C1O)[C@@H](CC)C1=CC=CC=C1)C=1SC=C(N1)C)=O)C=1C(=CC(=CC1)F)C(=O)N 2',4-difluoro-4'-{[6-hydroxy-2-(4-methyl-1,3-thiazol-2-yl)-4-oxo-1-[(1S)-1-phenylpropyl]-1,4-dihydropyrimidin-5-yl]methyl}-[1,1'-biphenyl]-2-carboxamide